COC1=CC=C(C=C1)CN(C1=C(C=C2C(=N1)C=C(N2C2CC2)CNC(C2=CC=CC=C2)=O)C)CC2=CC=C(C=C2)OC N-[[5-[bis[(4-methoxyphenyl)methyl]amino]-1-cyclopropyl-6-methyl-pyrrolo[3,2-b]pyridin-2-yl]methyl]benzamide